CP(=O)(C)C1=CC=C(C(=N1)C#N)NCC#C 6-(dimethylphosphoryl)-3-(prop-2-yn-1-ylamino)picolinonitrile